FC1=CC=C(C=N1)C1=CC=CC=2N1N=CC2C=O 7-(6-fluoropyridin-3-yl)pyrazolo[1,5-a]pyridine-3-carbaldehyde